FC=1C=C(C=C(C1C=1C=C2C(=NNC2=CC1F)C=1C=NC(=NC1)N1CCN(CC1)C)C)CNC 1-(3-fluoro-4-(6-fluoro-3-(2-(4-methylpiperazin-1-yl)pyrimidin-5-yl)-1H-indazol-5-yl)-5-methylPhenyl)-N-methyl-methylamine